1-(dimethoxyphosphinoyl)ethyl (2,4-dichlorophenoxy)acetate ClC1=C(OCC(=O)OC(C)P(=O)(OC)OC)C=CC(=C1)Cl